methyl-3-(1-methylimidazol-4-yl)-4-[[4-(trifluoromethyl)-2-pyridinyl]amino]benzenesulfonamide CC1=C(C=CC(=C1C=1N=CN(C1)C)NC1=NC=CC(=C1)C(F)(F)F)S(=O)(=O)N